CC1CCC2=CC(=CC=C12)C 3,6-dimethyl-2,3-dihydro-1H-indene